CC1=C2C(C(=CN(C2=NC(=C1)N1CC(C1)C(NC)=O)C=1SC=CN1)C(=O)O)=O 5-methyl-7-[3-(methylcarbamoyl)azetidin-1-yl]-4-oxo-1-(1,3-thiazol-2-yl)-1,4-dihydro-1,8-naphthyridine-3-carboxylic acid